BrC=1C=C(C(=NC1)N)C1=C(C=CC=C1)C 5-bromo-3-(2-methylphenyl)pyridin-2-amine